FC1=CC(=C(C=C1C=1C=NC(=NC1)NS(=O)(=O)C)NC(=O)C1=CNC(C=C1C(F)(F)F)=O)N1C[C@H](N([C@H](C1)C)C)C |r| N-[4-fluoro-5-[2-(methanesulfonamido)pyrimidin-5-yl]-2-[rac-(3R,5S)-3,4,5-trimethylpiperazin-1-yl]phenyl]-6-oxo-4-(trifluoromethyl)-1H-pyridine-3-carboxamide